[Li+].FS(=O)(=O)[O-] perfluorosulfonic acid lithium salt